isobutyric acid 3-(2-acetamido ethyl)-1H-indol-4-yl ester C(C)(=O)NCCC1=CNC2=CC=CC(=C12)OC(C(C)C)=O